[Si]([O-])([O-])([O-])F.[K+].[K+].[K+] potassium fluoro-silicate